C(C)OC(=O)C=1C=C(NC1C1=C(C=CC=C1)[N+](=O)[O-])C1=CC=C(C=C1)F (4-fluorophenyl)-5-(2-nitrophenyl)Azole-4-carboxylic acid ethyl ester